C(C)(C)(C)OC(=O)NC1=C(C(=O)[O-])C=C(C=C1)O 2-tert-butoxycarbonylamino-5-hydroxybenzoate